(Z,Z)-9,12-octadecadienal C(CCCCCCC\C=C/C\C=C/CCCCC)=O